OCC([C@@H](C[C@@H]1C(NCC1)=O)NC(=O)[C@@H]1N(C[C@H]2[C@@H]1CCC2)C(=O)C=2NC1=CC=CC=C1C2)=O (1R,3aR,6aS)-N-((R)-4-hydroxy-3-oxo-1-((R)-2-oxopyrrolidin-3-yl)butan-2-yl)-2-(1H-indole-2-carbonyl)octahydrocyclopenta[c]pyrrole-1-carboxamide